C(C)OC(=O)C1CN(C(C1)=O)C1=NC2=CC=C(C=C2C(=C1)C1=CC=CC=C1)\C=C\C1=CC=CC=C1 (E)-5-oxo-1-(4-phenyl-6-styrylquinolin-2-yl)pyrrolidine-3-carboxylic acid ethyl ester